(R)-(2-Methylenetetrahydro-1H-pyrrolizin-7a(5H)-yl)methanol C=C1C[C@]2(CCCN2C1)CO